CC1(C(N(C(N1CC1=C2C(=NC=C1)NC(=C2)C)=O)C2=CC=C(C=C2)C2(CC2)C(F)(F)F)=O)C 5,5-dimethyl-1-((2-methyl-1H-pyrrolo[2,3-b]pyridin-4-yl)methyl)-3-(4-(1-(trifluoromethyl)cyclopropyl)phenyl)imidazolidine-2,4-dione